ClC1=NC=C(C(=N1)Cl)C(=O)OC(C)C isopropyl 2,4-dichloropyrimidine-5-carboxylate